7-(6-((2S,6R)-2,6-Dimethylmorpholino)pyridin-3-yl)-2-(hydroxymethyl)-5,5-dimethyl-4-((methyl-d3)amino)-5,7-dihydro-6H-pyrrolo[2,3-d]pyrimidin-6-one C[C@@H]1O[C@@H](CN(C1)C1=CC=C(C=N1)N1C(C(C2=C1N=C(N=C2NC([2H])([2H])[2H])CO)(C)C)=O)C